7-[3-(1-benzyl-1H-pyrazol-4-yl)-6-methylpyridin-2-yl]-3-methoxycinnoline C(C1=CC=CC=C1)N1N=CC(=C1)C=1C(=NC(=CC1)C)C1=CC=C2C=C(N=NC2=C1)OC